C1(CC1)C1=NC(=CC(=C1)C1=C(C=C(C#N)C=C1)C1=NN=CN1C)C1=COC2=C(C(=C(C=C2C1=O)CNCCOC)F)C 4-[2-cyclopropyl-6-[7-fluoro-6-[(2-methoxyethylamino)methyl]-8-methyl-4-oxo-chromen-3-yl]-4-pyridinyl]-3-(4-methyl-1,2,4-triazol-3-yl)benzonitrile